ClC1=CC=C2C(=N1)NC=C2C2=NC1=CC=C3C(=C1C=1CCCCC21)C=NN3 7-(6-chloro-1H-pyrrolo[2,3-b]pyridin-3-yl)-8,9,10,11-tetrahydro-3H-pyrazolo[4,3-a]phenanthridine